C12(CC3CC(CC(C1)C3)C2)B(O)O ((1r,3r)-adamantan-1-yl)boronic acid